[Na+].[Na+].[Fe+2].C(CN(CC(=O)[O-])CC(=O)[O-])N(CC(=O)[O-])CC(=O)[O-] ethylenediaminetetraacetic acid iron disodium salt